C(C)(=O)OCCC\C=C\C=C\CCC\C=C/CCCC (E,E,Z)-4,6,11-hexadecatrienyl acetate